tris(Tetramethylhydroxypiperidinol) Citrate CC1(CC(CC(N1O)(C)C)O)C.CC1(CC(CC(N1O)(C)C)O)C.CC1(CC(CC(N1O)(C)C)O)C.C(C(=O)O)C(CC(=O)O)(C(=O)O)O